(R)-(1,1-difluorospiro[2.3]hexan-5-yl)(4-(3-methylmorpholino)-2-(1H-pyrazol-3-yl)-2,6,8,9-tetrahydro-7H-1,2,3,7-tetraazabenzo[cd]azulene-7-yl)methanone FC1(CC12CC(C2)C(=O)N2CC=1C3=C(N(N=C3CC2)C2=NNC=C2)N=C(C1)N1[C@@H](COCC1)C)F